2-(4-(5-Chloro-2-(4-chloro-1H-1,2,3-triazol-1-yl)phenyl)-2,5-dioxapiperazin-1-yl)-3-(4-methoxyphenyl)-N-(2-methyl-2H-indazol-5-yl)propanamide ClC=1C=CC(=C(C1)N1CON(CO1)C(C(=O)NC1=CC2=CN(N=C2C=C1)C)CC1=CC=C(C=C1)OC)N1N=NC(=C1)Cl